Methyl 2-([1-(2-chlorophenyl)-5-(3,5-dimethoxyphenyl)-1H-pyrazol-3-yl]methoxy)-2-methylpropanoate ClC1=C(C=CC=C1)N1N=C(C=C1C1=CC(=CC(=C1)OC)OC)COC(C(=O)OC)(C)C